NC=1SC(=C(N1)C=1C=C(C#N)C=CC1)C=1C=C2C(=NC=NC2=C(C1)C)C 3-[2-amino-5-(4,8-dimethylquinazolin-6-yl)thiazol-4-yl]benzonitrile